CC1(CCN2N=C(C=C21)N)C 4,4-dimethyl-4H,5H,6H-pyrrolo[1,2-b]pyrazol-2-amine